C1(CC1)C1=NC(=CC(=C1)C1=C(C=C(C#N)C=C1)C1=NN=CN1C)N1C(C2=C3C(C=CC=C13)=CC(=C2)COC2CCOCC2)=O 4-(2-Cyclopropyl-6-(2-oxo-4-(((tetrahydro-2H-pyran-4-yl)oxy)methyl)benzo[cd]indol-1(2H)-yl)pyridin-4-yl)-3-(4-methyl-4H-1,2,4-triazol-3-yl)benzonitrile